C1(CC1)NC(C1=CC(=C(C=C1)C)C=1C=NN(C1)C1=CN=C(S1)N1CCCCC1)=O N-cyclopropyl-4-methyl-3-{1-[2-(piperidin-1-yl)-1,3-thiazol-5-yl]-1H-pyrazol-4-yl}benzamide